BrC=1C=C2C=CC(=CC2=CC1)B(O)O (6-bromo-2-naphthyl)boronic acid